NC1=C(C(=O)O)C(=CC(=C1F)Br)F 2-amino-4-bromo-3,6-difluoro-benzoic acid